(R)-1-(2,2-difluoroethyl)-7-((1-(2-hydroxyethyl)-1H-pyrazol-4-yl)amino)-3-(1,2,3,4-tetrahydroquinolin-4-yl)-3,4-dihydropyrimido[4,5-d]pyrimidin-2(1H)-one FC(CN1C(N(CC=2C1=NC(=NC2)NC=2C=NN(C2)CCO)[C@@H]2CCNC1=CC=CC=C21)=O)F